7-((5-(2-(2-hydroxy-prop-2-yl)-1-methyl-1H-imidazol-4-yl)-6-methylpyridin-2-yl)amino)-5-azaspiro[2.4]heptane-5-carboxylic acid benzyl ester C(C1=CC=CC=C1)OC(=O)N1CC2(CC2)C(C1)NC1=NC(=C(C=C1)C=1N=C(N(C1)C)C(C)(C)O)C